3-(1H-imidazol-2-yl)-4-(methylamino)-1-phenyl-7-(trifluoromethyl)-1,8-naphthyridin-2(1H)-one N1C(=NC=C1)C=1C(N(C2=NC(=CC=C2C1NC)C(F)(F)F)C1=CC=CC=C1)=O